COC=1C2=C(C=NC1)OC1(C2(C(CC1C1=CC=CC=C1)O)O)C1=CC=C(C=C1)C(F)(F)F 4-methoxy-7-phenyl-7a-(4-(trifluoromethyl)phenyl)-5,6,7,7a-tetrahydro-4bH-cyclopenta[4,5]furo[2,3-c]pyridine-4b,5-diol